2-(tert-butoxycarbonylamino)-3-(4,4-difluorocyclohexyl)propanoic acid C(C)(C)(C)OC(=O)NC(C(=O)O)CC1CCC(CC1)(F)F